5-oxo-1,5-dihydro-4H-1,2,4-triazol O=C1NC=NN1